(S)-2-((quinolin-8-ylmethyl)amino)-9-(5,6,7,8-tetrahydro-1,8-naphthyridin-2-yl)nonanoic acid N1=CC=CC2=CC=CC(=C12)CN[C@H](C(=O)O)CCCCCCCC1=NC=2NCCCC2C=C1